CHLOROTRIMETHYL-SILANE tert-butyl-2-(6-hydroxy-4-oxo-quinazolin-3-yl)-7-azaspiro[3.5]nonane-7-carboxylate C(C)(C)(C)OC(=O)N1CCC2(CC(C2)N2C=NC3=CC=C(C=C3C2=O)O)CC1.Cl[Si](C)(C)C